ethyl (R)-1-((4'-(1,1,1,3,3,3-hexafluoro-2-hydroxypropan-2-yl)-2-methyl-[1,1'-biphenyl]-4-yl)methyl)-4-(pyridin-4-ylmethyl)piperazine-2-carboxylate FC(C(C(F)(F)F)(O)C1=CC=C(C=C1)C1=C(C=C(C=C1)CN1[C@H](CN(CC1)CC1=CC=NC=C1)C(=O)OCC)C)(F)F